BrC(CC(CC(C)(C)C)(C)C)(C)C 1-bromo-1,1,3,3,5,5-hexamethylhexane